C1NCC12OCNC2 5-oxa-2,7-diazaspiro[3.4]octan